FC1=C(C=C(C=C1)F)C1=NN2C(N=CC=C2)=C1C(=O)N[C@@H]1C(NC2=C(C(=N1)C1=CC=CC=C1)C=CC=C2F)=O 2-(2,5-Difluorophenyl)-N-[(3S)-9-fluoro-2-oxo-5-phenyl-1,3-dihydro-1,4-benzodiazepin-3-yl]pyrazolo[1,5-a]pyrimidine-3-carboxamide